3-amino-2-({[1,1'-biphenyl]-3-yl}methyl)-3-(3-methoxy-3-oxoprop-1-yn-1-yl)piperidine-1-carboxylic acid tert-butyl ester C(C)(C)(C)OC(=O)N1C(C(CCC1)(C#CC(=O)OC)N)CC=1C=C(C=CC1)C1=CC=CC=C1